N-(3-bromobenzyl)acrylamide BrC=1C=C(CNC(C=C)=O)C=CC1